[1-(2,5-dioxopyrrolidin-1-yl)oxycarbonyloxy-2-methyl-propyl] 2,2-dimethylpropanoate CC(C(=O)OC(C(C)C)OC(=O)ON1C(CCC1=O)=O)(C)C